CC1=C[C@H]([C@@H](CC1)C(=C)C)C1=C(C=C(C=C1O)CCCCC)O ((1R,6R)-3-methyl-6-(prop-1-en-2-yl)cyclohex-2-enyl)-5-pentylbenzene-1,3-diol